(Z)-tert-Butyl 2-(tert-butoxycarbonylamino)-5-fluoro-4,4-dimethylpent-2-enoate C(C)(C)(C)OC(=O)N\C(\C(=O)OC(C)(C)C)=C/C(CF)(C)C